C[C@@H](CCCC1OC2=CC=C(C=C2CC1)O)CCC[C@@H](CCCC(C)C)C [(4R,8R)-4,8,12-trimethyltridecyl]-3,4-dihydrochromen-6-ol